C(#N)CC1CCC(CC1)N1C(=NC=2C1=C1C(=NC2)NC=C1)C(=O)NC(COC)C 1-((1r,4r)-4-(cyanomethyl)cyclohexyl)-N-(1-methoxypropan-2-yl)-1,6-dihydroimidazo[4,5-d]pyrrolo[2,3-b]pyridine-2-carboxamide